C(#N)C1=C(N(N=C1C=1C=NC(=CC1)C(C(=O)NC1=NOC(=C1)C(CC)(C)C)C)C(C)C)NC(OC(C)(C)C)=O Tert-Butyl N-[4-cyano-5-[6-[2-[[5-(1,1-dimethylpropyl)isoxazol-3-yl]amino]-1-methyl-2-oxo-ethyl]-3-pyridyl]-2-isopropyl-pyrazol-3-yl]carbamate